6-methoxy-2-methyl-2H-indazol-5-amine hydrochloride Cl.COC=1C(=CC2=CN(N=C2C1)C)N